2-[2-(4-chloro-phenyl)-benzimidazol-1-yl]-N-cyclohexyl-2-(tetrahydro-pyran-4-yl)-acetamide ClC1=CC=C(C=C1)C1=NC2=C(N1C(C(=O)NC1CCCCC1)C1CCOCC1)C=CC=C2